phenyl-(4-phenanthrene-9-yl-phenyl)-(4-naphthalen-1-yl-[1,1':2',1'']terphenyl-4'-yl)-amine C1(=CC=CC=C1)N(C=1C=C(C(=CC1)C1=CC=C(C=C1)C1=CC=CC2=CC=CC=C12)C1=CC=CC=C1)C1=CC=C(C=C1)C=1C2=CC=CC=C2C=2C=CC=CC2C1